Cl.CN(CCCN=C=NC)C 1-(3-dimethylaminopropyl)-3-methylcarbodiimide hydrochloride